CC1N(C=2C(=NC=CC2C=2C1=NN(N2)C2COC2)NC(=O)C2CC2)C N-(4,5-dimethyl-2-(oxetan-3-yl)-4,5-dihydro-2H-[1,2,3]triazolo[4,5-c][1,7]naphthyridin-6-yl)cyclopropanecarboxamide